1-(3-fluoro-4-(trifluoromethyl)phenyl)-3-(1-(tetrahydro-2H-pyran-4-carbonyl)piperidin-4-yl)urea FC=1C=C(C=CC1C(F)(F)F)NC(=O)NC1CCN(CC1)C(=O)C1CCOCC1